(4-(4-fluorophenyl)-6-(trifluoromethyl)-2H-chromen-3-yl)(4-methylpiperazin-1-yl)methanone methyl-acrylat COC(C=C)=O.FC1=CC=C(C=C1)C1=C(COC2=CC=C(C=C12)C(F)(F)F)C(=O)N1CCN(CC1)C